tert-butyl ((2r,5r)-2-(2-aminoethyl)-5-(hydroxymethyl)-1,3-dioxan-5-yl)carbamate NCCC1OCC(CO1)(CO)NC(OC(C)(C)C)=O